NC(CCCCC(=O)O)=O 6-AMINO-6-OXO-HEXANOIC ACID